N-{1-[(2,4-difluorophenyl)methyl]piperidin-4-yl}-3-[6-(4-methylpiperazin-1-yl)-[1,2,4]triazolo[4,3-b]pyridazin-3-yl]propanamide FC1=C(C=CC(=C1)F)CN1CCC(CC1)NC(CCC1=NN=C2N1N=C(C=C2)N2CCN(CC2)C)=O